bis(4-tert-butylphenyl)iodonium nonafluoro-1-butanesulfonate FC(C(C(C(S(=O)(=O)[O-])(F)F)(F)F)(F)F)(F)F.C(C)(C)(C)C1=CC=C(C=C1)[I+]C1=CC=C(C=C1)C(C)(C)C